N-(4,4-Difluorocyclohexyl)-4-methoxy-5-(1-methyl-1H-benzo[d][1,2,3]triazol-6-yl)-7H-pyrrolo[2,3-d]pyrimidin-2-amine FC1(CCC(CC1)NC=1N=C(C2=C(N1)NC=C2C=2C=CC1=C(N(N=N1)C)C2)OC)F